C(C)(C)(C)OC(=O)N1CCC(CC1)OC1=NC(=NC=C1F)CC1=C(C=C(C=C1)Cl)F 4-((2-(4-chloro-2-fluorobenzyl)-5-fluoropyrimidin-4-yl)oxy)piperidine-1-carboxylic acid tert-butyl ester